N-(3-methoxy-4-(4-(4-methylpiperazin-1-yl)piperidin-1-yl)phenyl)-4-(5-phenyl-4,5-dihydro-1H-pyrazol-1-yl)-7-((2-(trimethylsilyl)ethoxy)methyl)-7H-pyrrolo[2,3-d]pyrimidin-2-amine COC=1C=C(C=CC1N1CCC(CC1)N1CCN(CC1)C)NC=1N=C(C2=C(N1)N(C=C2)COCC[Si](C)(C)C)N2N=CCC2C2=CC=CC=C2